(2S,4R)-1-(2-(4-aminopyrrolo[2,1-f][1,2,4]triazin-7-yl)acetyl)-N-(3-chloro-2-fluorophenylmethyl)-4-fluoropyrrolidine-2-carboxamide NC1=NC=NN2C1=CC=C2CC(=O)N2[C@@H](C[C@H](C2)F)C(=O)NCC2=C(C(=CC=C2)Cl)F